1-(2-oxo-2-(7-(4-(trifluoromethyl)phenoxy)-3,4-dihydroisoquinolin-2(1H)-yl)ethyl)urea O=C(CNC(=O)N)N1CC2=CC(=CC=C2CC1)OC1=CC=C(C=C1)C(F)(F)F